N[C@H](C=1OC2=C(N1)C=C(C=C2)CN2C(N[C@@H](C2)C(F)(F)F)=O)C2CCC(CC2)C (S)-1-((2-((S)-amino((1r,4S)-4-methylcyclohexyl)methyl)-benzo[d]oxazol-5-yl)methyl)-4-(trifluoromethyl)imidazolidin-2-one